acetic acid 2-(2-{methyl-[4-(4-methylpiperazin-1-yl)phenyl]carbamoyloxy}ethyldisulfanyl)ethyl ester CN(C(=O)OCCSSCCOC(C)=O)C1=CC=C(C=C1)N1CCN(CC1)C